N[C@@H]1C[C@@H](CC1)NC1=NC2=CC=C(C=C2C=N1)C1=CC(=C(C=C1)NS(=O)(=O)C1=C(C=CC=C1)Cl)F N-(4-(2-(((1R,3S)-3-aminocyclopentyl)amino)quinazolin-6-yl)-2-fluorophenyl)-2-chlorobenzenesulfonamide